tert-butyl (2'-(4,4-difluoro-6-methylcyclohex-1-en-1-yl)-3-fluoro-[2,4'-bipyridin]-3'-yl)carbamate FC1(CC=C(C(C1)C)C1=NC=CC(=C1NC(OC(C)(C)C)=O)C1=NC=CC=C1F)F